dihydrouridine [C@@H]1([C@H](O)[C@H](O)[C@@H](CO)O1)N1C(=O)NC(=O)CC1